methyl N,N-dibenzyl-P-(4-nitrophenyl)phosphonamidite C(C1=CC=CC=C1)N(P(OC)C1=CC=C(C=C1)[N+](=O)[O-])CC1=CC=CC=C1